C(C1=CC=CC=C1)N1CCNCCC1 1-benzyl-1,4-diazepan